Methyl-d3 (S)-2-amino-6-diazo-5-oxohexanoate N[C@H](C(=O)OC([2H])([2H])[2H])CCC(C=[N+]=[N-])=O